C(C1CO1)NCC (N-2,3-epoxypropyl)ethylamine